6-fluoro-4-methoxy-1-(p-toluenesulfonyl)pyrrolo[2,3-b]pyridine FC1=CC(=C2C(=N1)N(C=C2)S(=O)(=O)C2=CC=C(C)C=C2)OC